[7,7-dimethyl-8-(1-octylnonoxy)-8-oxo-octyl] (2S,4S)-1-[8-(1-heptyloctoxy)-7,7-dimethyl-8-oxo-octyl]-4-prop-2-enoyloxy-pyrrolidine-2-carboxylate C(CCCCCC)C(CCCCCCC)OC(C(CCCCCCN1[C@@H](C[C@@H](C1)OC(C=C)=O)C(=O)OCCCCCCC(C(=O)OC(CCCCCCCC)CCCCCCCC)(C)C)(C)C)=O